6-(6-((E)-2-(5-cyclopropyl-3-(3,5-dichloropyridin-4-yl)isoxazol-4-yl)vinyl)-2-azaspiro[3.3]heptan-2-yl)-4-((1r,3r)-3-fluorocyclobutoxy)quinoline C1(CC1)C1=C(C(=NO1)C1=C(C=NC=C1Cl)Cl)/C=C/C1CC2(CN(C2)C=2C=C3C(=CC=NC3=CC2)OC2CC(C2)F)C1